C(C)(C)(C)C1=NC=CN=C1Cl 2-tert-Butyl-3-chloropyrazine